3-chloro-5-(4-(piperidin-1-yl)phenyl)pyridin-2-amine ClC=1C(=NC=C(C1)C1=CC=C(C=C1)N1CCCCC1)N